C1(CCC1)N1C(=NC2=C1C=CC=C2)C=2N(C(C(=C(N2)C(=O)NC2=CN=NC=C2)O)=O)C 2-(1-cyclobutyl-1H-benzo[d]imidazol-2-yl)-5-hydroxy-1-methyl-6-oxo-N-(pyridazin-4-yl)-1,6-dihydropyrimidine-4-carboxamide